C(#N)C=1C=C2C(=NC1)N(C=C2)C2=NC=C(C(=O)NC1CCN(CC1)CC=1N=NC(=CC1)N1C(NC(CC1)=O)=O)C(=C2)NC(C)C 6-(5-cyano-1H-pyrrolo[2,3-b]pyridin-1-yl)-N-(1-((6-(2,4-dioxotetrahydropyrimidin-1(2H)-yl)pyridazin-3-yl)methyl)piperidin-4-yl)-4-(isopropylamino)nicotinamide